Caproyl chloride C(CCCCC)(=O)Cl